[6-[5-(1-hydroxycyclopropyl)-4H-1,2,4-triazol-3-yl]-2-azaspiro[3.3]heptan-2-yl]-[6-[[4-(trifluoromethyl)oxazol-2-yl]methyl]-2-azaspiro[3.3]heptan-2-yl]methanone OC1(CC1)C=1NC(=NN1)C1CC2(CN(C2)C(=O)N2CC3(C2)CC(C3)CC=3OC=C(N3)C(F)(F)F)C1